4-((1-((4-Bromophenyl)sulfonyl)-5-chloro-1H-indol-3-yl)(hydroxy)methyl)-3-methylenedihydrofuran-2(3H)-one BrC1=CC=C(C=C1)S(=O)(=O)N1C=C(C2=CC(=CC=C12)Cl)C(C1C(C(OC1)=O)=C)O